CC1=CC=C(C=C1)S(=O)(=O)O.ClC1=C(OC2CNC2)C=CC=C1C1CC1 3-(2-chloro-3-cyclopropylphenoxy)azetidine 4-methylbenzenesulfonate